Benzyl-dimethyl-[2-(2-methyl-1-oxoallyl)oxyethyl]ammonium chloride [Cl-].C(C1=CC=CC=C1)[N+](CCOC(C(=C)C)=O)(C)C